N-(8-(methylamino)-5-(5-((1-methylazetidin-3-yl)oxy)benzo[d]oxazol-2-yl)-2,7-naphthyridin-3-yl)cyclopropanecarboxamide CNC=1N=CC(=C2C=C(N=CC12)NC(=O)C1CC1)C=1OC2=C(N1)C=C(C=C2)OC2CN(C2)C